4-(5-cyclopropyl-1,2,4-oxadiazol-3-yl)-N-[3-fluoro-4'-(propan-2-yl)[1,1'-biphenyl]-2-yl]-4-methylpiperidine-1-carboxamide C1(CC1)C1=NC(=NO1)C1(CCN(CC1)C(=O)NC1=C(C=CC=C1F)C1=CC=C(C=C1)C(C)C)C